4-((methoxymethoxy)carbonyl)-2,3,5,6-tetramethylphenyl-4-(benzyloxy)-2-methyl-5,8-dihydronaphthalene-1-carboxylate COCOC(=O)C1=C(C(=C(C(=C1C)C)OC(=O)C1=C(C=C(C=2CC=CCC12)OCC1=CC=CC=C1)C)C)C